1-octanoyl-2-nonadecanoyl-sn-glycero-3-phosphocholine C(CCCCCCC)(=O)OC[C@@H](OC(CCCCCCCCCCCCCCCCCC)=O)COP(=O)([O-])OCC[N+](C)(C)C